ClC=1C=C(C=CC1)[Se]C1=C(C=C(C=C1)C)C1=C(C=CC=C1)NC(C1=NC=CC=C1)=O N-(2'-((3-chlorophenyl)selanyl)-5'-methyl-[1,1'-biphenyl]-2-yl)picolinamide